(2-(2-isobutylphenyl)-4-(4-methoxybenzyl)piperazin-1-yl)-7-azaspiro[3.5]nonane C(C(C)C)C1=C(C=CC=C1)C1N(CCN(C1)CC1=CC=C(C=C1)OC)C1CCC12CCNCC2